NCC=1C(=NC(=NC1)C1=C(C=CC=C1)C(C)C)NCC1=CC=C(C=C1)C=1N(C=C(N1)C(F)(F)F)C 5-(aminomethyl)-N-([4-[1-methyl-4-(trifluoromethyl)-1H-imidazol-2-yl]phenyl]methyl)-2-[2-(propan-2-yl)phenyl]pyrimidin-4-amine